FC1=CC(=C(C=C1)N1N=CC=C(C1=O)C(=O)NC=1C=NC(=CC1)OCC(F)(F)F)OCC(F)(F)F 2-[4-fluoro-2-(2,2,2-trifluoroethoxy)phenyl]-3-oxo-N-[6-(2,2,2-trifluoroethoxy)pyridin-3-yl]-2,3-dihydropyridazine-4-carboxamide